ethyl 8'-methyl-1',5'-dihydrospiro[cyclobutane-1,4'-furo[2,3-g]indazole]-7'-carboxylate CC1=C(OC=2CC3(C=4C=NNC4C21)CCC3)C(=O)OCC